Phenyl-(S)-3-(4-chlorophenyl)-3,4-dihydropyridine-1(2H)-carboxylate C1(=CC=CC=C1)OC(=O)N1C[C@@H](CC=C1)C1=CC=C(C=C1)Cl